1-(5-chloro-3-fluoropyridin-2-yl)-4-(4-fluorobenzyl)-3-(oxetan-3-yl)piperazine-2,5-dione ClC=1C=C(C(=NC1)N1C(C(N(C(C1)=O)CC1=CC=C(C=C1)F)C1COC1)=O)F